C(C)(=O)O[C@@H](C(=O)O)C (R)-2-acetoxypropionic acid